C1(=CC=CC=C1)CCCOC(C=CC1=CC=CC=C1)=O cinnamic acid-3-phenylpropyl ester